methacrylic acid Lauryl-methacrylate [2-(trimethylazaniumyl)ethyl]phosphinate C[N+](CCP([O-])=O)(C)C.C(CCCCCCCCCCC)OC(C(=C)C)=O.C(C(=C)C)(=O)O